5-((3S)-3-(((4-(4-Amino-3-(4-phenoxyphenyl)-1H-pyrazolo[3,4-d]pyrimidin-1-yl)-3-fluorocyclohexyl)methyl)amino)piperidin-1-yl)-2-(2,6-dioxopiperidin-3-yl)isoindoline-1,3-dione NC1=C2C(=NC=N1)N(N=C2C2=CC=C(C=C2)OC2=CC=CC=C2)C2C(CC(CC2)CN[C@@H]2CN(CCC2)C=2C=C1C(N(C(C1=CC2)=O)C2C(NC(CC2)=O)=O)=O)F